N-acetyl-L-tyrosyl-prolyl-L-phenylalanyl-amide C(C)(=O)N[C@@H](CC1=CC=C(C=C1)O)C(=O)N1[C@@H](CCC1)C(=O)N[C@@H](CC1=CC=CC=C1)C(=O)[NH-]